CC1=C(C=C(C=C1)[N+](=O)[O-])S(=O)(=O)NCC1=NC=CC=C1 2-methyl-5-nitro-N-(2-pyridylmethyl)benzenesulfonamide